BrC1=CN(C2=C1C(=NC=C2)Cl)C2OCCC2O {3-bromo-4-chloro-1H-pyrrolo[3,2-c]pyridin-1-yl}oxolan-3-ol